4-(3-oxobutyl)phenol O=C(CCC1=CC=C(C=C1)O)C